C(C=C)(=O)NCC1=C(C(=C(C(=O)NCC=2C(NC(=CC2OC)C)=O)C=C1)C)N(C1CCOCC1)CC (Acrylamidomethyl)-3-(Ethyl-(tetrahydro-2H-pyran-4-yl)amino)-N-((4-methoxy-6-methyl-2-oxo-1,2-dihydropyridin-3-yl)methyl)-2-methylbenzamide